C1(CC1)C1=C(C=O)C=CC(=C1)C(F)(F)F 2-cyclopropyl-4-(trifluoromethyl)benzaldehyde